FC1(CCN(CC1)C1=C(C(N(C2=CC(=C(C=C12)OC)O[C@H]1COCC1)C)=O)C#N)C=1OC2=C(N1)C=C(C=C2)C |r| (rac)-4-[4-fluoro-4-(5-methyl-1,3-benzooxazol-2-yl)piperidin-1-yl]-6-methoxy-1-methyl-2-oxo-7-[oxolan-3-yloxy]-1,2-dihydroquinoline-3-carbonitrile